C(/C)=C/1\[C@H]2[C@@H]3CCC(O[C@@H]3[C@@H](C1)C2)=O |r| (1RS,2RS,7SR,8RS,9E)-9-ethylidene-3-oxatricyclo[6.2.1.0~2,7~]undecan-4-one